CNC=1N=CC(=C2C=C(N=CC12)NC(=O)C1CC1)C#CC1=CC(=NC=C1)C(F)(F)F N-(8-(methylamino)-5-((2-(trifluoromethyl)pyridin-4-yl)ethynyl)-2,7-naphthyridin-3-yl)cyclopropanecarboxamide